NC1=NC=2C3=C(C(CC2C=N1)(C)C)C(=NN3)C(=O)NC3=CC=C(C=C3)C(=O)N3CCCCC3 8-amino-4,4-dimethyl-N-[4-(piperidin-1-ylcarbonyl)phenyl]-4,5-dihydro-1H-pyrazolo[4,3-H]quinazoline-3-carboxamide